C1=CC=CC2=CC3=CC=CC=C3C(=C12)C=1N(C=CC1)C(=O)OC(C)(C)C tert-butyl 2-(anthracen-9-yl)-1H-pyrrole-1-carboxylate